2-[(3R)-3-amino-3H-spiro[1-benzofuran-2,4'-piperidine]-1'-yl]-5-(2,3-dichlorophenyl)-6-methylpyrimidine-4-carboxamide N[C@@H]1C2=C(OC13CCN(CC3)C3=NC(=C(C(=N3)C(=O)N)C3=C(C(=CC=C3)Cl)Cl)C)C=CC=C2